3-methoxy-1-[2-(trifluoromethyl)pyrimidin-5-yl]-1H-pyrazole-4-carboxylic acid COC1=NN(C=C1C(=O)O)C=1C=NC(=NC1)C(F)(F)F